CN(C(O[C@H](C(=O)NC=1C(N(C(=CC1)C)CC=1NC=2C(=NC=C(C2CC(C)C)F)N1)=O)CC\C=C\C(=O)N(C)C)=O)C (S,E)-7-(dimethylamino)-1-((1-((6-fluoro-7-isobutyl-1H-imidazo[4,5-b]pyridin-2-yl)methyl)-6-methyl-2-oxo-1,2-dihydropyridin-3-yl)amino)-1,7-dioxohept-5-en-2-yl dimethylcarbamate